OC1=C(C=C(C=C1)C(CC)C1=CC(=C(C=C1)O)C1=CC=CC=C1)C1=CC=CC=C1 1,1-bis(4-hydroxy-3-phenylphenyl)propane